N1N=C(C=C1)N1C=NC=2C1=NC(=CC2)N 3-(pyrazol-3-yl)-3h-imidazo[4,5-b]pyridin-5-amine